C(=CC)F propenyl-fluorine